C(C)(C)(C)OC(=O)N1CCN(CC1)C1=CC(=CC(=C1)C(=O)OC)F.NC=1C=C(C=NC1)OC1CN(C1)C1=C(C(=O)NC=2C=NC=C(C2)C(F)(F)F)C=CC(=C1)C (3-((5-aminopyridin-3-yl)oxy)azetidin-1-yl)-4-methyl-N-(5-(trifluoromethyl)pyridin-3-yl)benzamide Tert-Butyl-4-(3-fluoro-5-(methoxycarbonyl)phenyl)piperazine-1-carboxylate